2,6-dimethyl-3,6-dihydropyridine-1(2H)-carboxylate CC1N(C(C=CC1)C)C(=O)[O-]